(S)-N4-(Azepan-4-yl)-N2-(2-(1-(cyclopropylsulfonyl)-1H-pyrazol-4-yl)pyrimidin-4-yl)-5-(1-(difluoromethyl)-1H-pyrazol-3-yl)pyridine-2,4-diamine N1CC[C@H](CCC1)NC1=CC(=NC=C1C1=NN(C=C1)C(F)F)NC1=NC(=NC=C1)C=1C=NN(C1)S(=O)(=O)C1CC1